Phenyl-[p-(2-hydroxytetradecyloxy)phenyl]Iodonium hexafluoroantimonate F[Sb-](F)(F)(F)(F)F.C1(=CC=CC=C1)[I+]C1=CC=C(C=C1)OCC(CCCCCCCCCCCC)O